(1r,3r)-3-(4-(2-(4-(4-(5-methyl-1,3,4-oxadiazol-2-yl)phenoxy)phenyl)propane-2-yl)phenoxy)cyclobutylamine CC1=NN=C(O1)C1=CC=C(OC2=CC=C(C=C2)C(C)(C)C2=CC=C(OC3CC(C3)N)C=C2)C=C1